[Si](C)(C)(C(C)(C)C)O[C@@H]1C[C@H](N(C1)C(=O)OC(C)(C)C)C=1N(C=C(N1)COCC1=CC=CC=C1)CC1=CC=C(C=C1)OC tert-butyl (2S,4R)-4-[tert-butyl(dimethyl)silyl]oxy-2-[1-[(4-methoxyphenyl)methyl]-4-(phenylmethoxymethyl)imidazol-2-yl]pyrrolidine-1-carboxylate